[C@H]1([C@H](O)[C@@H](O)[C@@H](O)[C@H](O1)CO)OC[C@@H]([C@@H]([C@@H](CC)O)O)NC(CCCCCCCCCCCCCCCCCCCCCCCCCC)=O (2S,3S,4R)-1-O-(α-D-galactosyl)-2-(N-heptacosanoylamino)-1,3,4-hexanetriol